(Z)-2-(1-((4-Bromonaphthalen-1-yl)methylene)-5-fluoro-2-methyl-1H-inden-3-yl)-N-hydroxyacetamide BrC1=CC=C(C2=CC=CC=C12)\C=C/1\C(=C(C2=CC(=CC=C12)F)CC(=O)NO)C